CC=1N(C(=CC1CNC(CN1C(NC(C=2NC=NC12)=O)=S)C)C)C=1SC=CN1 3-[2-({[2,5-Dimethyl-1-(1,3-thiazol-2-yl)-1H-pyrrol-3-yl]methyl}amino)propyl]-2-thioxo-1,2,3,7-tetrahydro-6H-purin-6-one